2-(2-Fluorophenyl)spiro[6,7-dihydropyrazolo[5,1-b][1,3]oxazine-5,1'-cyclopropane]-3-carboxylic acid FC1=C(C=CC=C1)C1=NN2C(OC3(CC3)CC2)=C1C(=O)O